1,1,2,2-tetramethyl-1,2-diphenyldisilane C[Si]([Si](C1=CC=CC=C1)(C)C)(C1=CC=CC=C1)C